BrC1=CC=C(C=C1)N1C[C@@H](CC1)N(C(=O)C=1N=C(SC1)C#C)C1=CC(=CC(=C1)OC)OC (R)-N-(1-(4-Bromophenyl)pyrrolidin-3-yl)-N-(3,5-dimethoxyphenyl)-2-ethynylthiazole-4-carboxamide